O1C2=C(OCC1)C(=CC=C2)C2(CC2)NC(C2=C(C=CC(=C2)OCC2N(CC2)C)C)=O N-(1-(2,3-Dihydrobenzo[b][1,4]dioxin-5-yl)cyclopropyl)-2-methyl-5-((1-methyl-azetidin-2-yl)methoxy)benzamide